C(C)(=O)NC1=CC=C(C=C1)N\N=C/1\C=CC2=CC=CC(=C2C1=O)O (3Z)-3-[(4-Acetamidophenyl)hydrazinyliden]-5-hydroxy-4-oxonaphthalen